C1(=CC=CC=C1)C1C(NCCNCCCNCCNC1=O)=O 6-phenyl-1,4,8,11-tetraazacyclotetradecane-5,7-dione